(2R,4R)-6-chloro-4-hydroxy-N-[3-(2-{[cis-3-(trifluoromethoxy)cyclobutyl]oxy}-1,3-thiazol-4-yl)bicyclo[1.1.1]pentan-1-yl]-3,4-dihydro-2H-1-benzopyran-2-carboxamide ClC=1C=CC2=C([C@@H](C[C@@H](O2)C(=O)NC23CC(C2)(C3)C=3N=C(SC3)O[C@@H]3C[C@@H](C3)OC(F)(F)F)O)C1